ClC=1C=C2C(=CNC2=CC1)CCNC(CC(COC)COC)=O N-(2-(5-chloro-1H-indol-3-yl)ethyl)-4-methoxy-3-(methoxymethyl)butanamide